BrC1=C(NC2CCC(CC2)O[Si](C)(C)C(C)(C)C)C=C(C=C1)F 2-bromo-N-[4-[tert-butyl(dimethyl)silyl]oxycyclohexyl]-5-fluoro-aniline